5-(4-methoxypyrimidin-2-yl)-1H-indole-3-carbaldehyde COC1=NC(=NC=C1)C=1C=C2C(=CNC2=CC1)C=O